NC1=C2C(C(=C(C(C2=CC=C1)=O)Cl)Cl)=O 5-amino-2,3-dichloro-naphthalene-1,4-dione